methylisoelemicin CCOC1=C(OC)C(OC)=CC(C=CC)=C1